CN([C@@H]1CN(CC1)C=1C=C(C=CC1)NC=1N=C(C2=C(N1)C=CS2)N2N=CCC2C2=CC=CC=C2)C N-(3-((S)-3-(dimethylamino)pyrrolidin-1-yl)phenyl)-4-(5-phenyl-4,5-dihydro-1H-pyrazol-1-yl)thieno[3,2-d]pyrimidin-2-amine